magnesium bis(2-methyl-2-propanol) CC(C)(C)O.CC(C)(C)O.[Mg]